C(C)(C)(C)N(C(=O)C(C)OC(C(C)OC(C)=O)=O)C[C@@H](COC1=NSN=C1N1CCOCC1)O[Si](C)(C)C(C)(C)C 2-Acetoxy-propionic acid 1-{tert-butyl-[(S)-2-(tert-butyl-dimethyl-silanyloxy)-3-(4-morpholin-4-yl-[1,2,5]thiadiazol-3-yloxy)-propyl]-carbamoyl}-ethyl ester